6-(3-isopropyl-5-(piperidin-4-yl)-1H-indol-2-yl)-7-methyl-[1,2,4]triazolo[4,3-a]pyridine C(C)(C)C1=C(NC2=CC=C(C=C12)C1CCNCC1)C=1C(=CC=2N(C1)C=NN2)C